O1CCN(CC1)CC1=CC(=NC(=C1)NC=1SC(=CN1)C(F)(F)F)N[C@@H]1CNCCC1 (S)-4-(morpholinomethyl)-N2-(piperidin-3-yl)-N6-(5-(trifluoromethyl)thiazol-2-yl)pyridine-2,6-diamine